C(C1=CC=CC=C1)OC=1C(=CC(=C(C1)C[C@@H](C(C)C)N)Br)OC (S)-1-(5-(benzyloxy)-2-bromo-4-methoxyphenyl)-3-methylbutan-2-amine